CN(C)CC=1SC(=C(N1)C(F)(F)F)C1=NC(=NC=C1F)NC1CC(NCC1)C 4-(2-((dimethylamino)methyl)-4-(trifluoromethyl)thiazol-5-yl)-5-fluoro-N-(2-methylpiperidin-4-yl)pyrimidin-2-amine